5-chloro-N-(1-isopropyl-3-methoxy-1H-pyrazol-4-yl)-7-methyl-7H-pyrrolo[2,3-d]pyrimidin-2-amine ClC1=CN(C=2N=C(N=CC21)NC=2C(=NN(C2)C(C)C)OC)C